(Z)-5-((1H-pyrrolo[3,2-b]pyridine-3-yl)methyl)thiazolidine-2,4-dione N1C=C(C2=NC=CC=C21)CC2C(NC(S2)=O)=O